N1CCC2(CC1)CC(C1=CC=CC=C12)O spiro[indane-3,4'-piperidine]-1-ol